3-chloro-1-(4-fluorophenyl)pyrazin-2(1H)-one ClC=1C(N(C=CN1)C1=CC=C(C=C1)F)=O